CN(CCCN(C(=O)OC(C(=O)OCCCCCCCCCCCCCCCCCC)CCC(=O)OCCCCCCCCCCCCCCCCCC)C)C Dioctadecyl 2-(((3-(dimethylamino)propyl)(methyl)carbamoyl)oxy)pentanedioate